C1OCC12CN(C2)CC2=CC=C(C=C2)C=2C=C(C1=CN(N=C1C2Cl)C(C(=O)NC=2SC=CN2)C2=C1N(C=N2)C[C@@H](C1)F)Cl (6-(4-((2-oxa-6-azaspiro[3.3]heptan-6-yl)methyl)phenyl)-4,7-dichloro-2H-indazol-2-yl)-2-((R)-6-fluoro-6,7-dihydro-5H-pyrrolo[1,2-c]imidazol-1-yl)-N-(thiazol-2-yl)acetamide